methyl (2R)-3-(3-(1-acetoxy-2-(benzyloxy)-2-oxoethyl)phenyl)-2-methylpropanoate C(C)(=O)OC(C(=O)OCC1=CC=CC=C1)C=1C=C(C=CC1)C[C@H](C(=O)OC)C